CCCCCCCCCCCCCCCCCC=CC(=O)OCC ethyl eicosenoate